2-((4-hydroxy-2-iodo-5-methoxybenzyl)amino)-2-oxoethyl pentanoate C(CCCC)(=O)OCC(=O)NCC1=C(C=C(C(=C1)OC)O)I